Rac-6-[4-[(1-methyl-2-oxo-4-pyridyl)-phenyl-methyl]piperidine-1-carbonyl]-4H-1,4-benzoxazin-3-one CN1C(C=C(C=C1)[C@H](C1CCN(CC1)C(=O)C=1C=CC2=C(NC(CO2)=O)C1)C1=CC=CC=C1)=O |r|